indium-silver-copper [Cu].[Ag].[In]